(7E)-4,8,12-trimethyltridec-3,7,11-trien-1-ol CC(=CCCO)CC\C=C(\CCC=C(C)C)/C